2-((3-isopropoxy-1-(2,2,2-trifluoroethyl)-1H-pyrazol-4-yl)amino)-7-((3R,4R)-4-methyltetrahydrofuran-3-yl)-7H-pyrrolo[2,3-d]pyrimidine-6-carbonitrile C(C)(C)OC1=NN(C=C1NC=1N=CC2=C(N1)N(C(=C2)C#N)[C@H]2COC[C@@H]2C)CC(F)(F)F